(phenyl)(phenyl)Carbazolylbiphenyl cyclopentyl-3-{[2-(4-chlorophenyl)imidazo[1,2-a]pyrimidin-3-yl]methyl}-3,8-diazabicyclo[3.2.1]octane-8-carboxylate C1(CCCC1)OC(=O)N1C2CN(CC1CC2)CC2=C(N=C1N2C=CC=N1)C1=CC=C(C=C1)Cl.C1(=CC=CC=C1)C1=C(C(=C(C=C1)C1=CC=CC=C1)C1=CC=CC=2C3=CC=CC=C3NC12)C1=CC=CC=C1